ClCC(CN1CC2=C(CC1)SC=C2)O 1-chloro-3-(6,7-dihydrothieno[3,2-c]pyridin-5(4H)-yl)propan-2-ol